8-chloro-4-(8-fluoro-3-quinolinyl)-2,2-dimethyl-1,3-benzothiazine ClC1=CC=CC=2C(=NC(SC21)(C)C)C=2C=NC1=C(C=CC=C1C2)F